(propionyl)amide C(CC)(=O)[NH-]